Cyclohexyl-pyrimidine C1(CCCCC1)C1=NC=CC=N1